(S)-3-(8'-oxo-3',4',6',8'-tetrahydro-7'H-spiro[azetidine-3,2'-[1,4]oxazino[2,3-f]isoindol]-7'-yl)piperidine-2,6-dione O=C1N(CC=2C=C3C(=CC12)OC1(CN3)CNC1)[C@@H]1C(NC(CC1)=O)=O